O1CCC(C2=CC=CC=C12)NC(=O)[C@@H]1C2(C[C@@H]3SCC[C@@H](C(N31)=O)NC([C@H](C)N(C(OC(C)(C)C)=O)C)=O)CCCC2 tert-butyl ((2S)-1-(((4'S,7'S,9a'S)-7'-(chroman-4-ylcarbamoyl)-5'-oxohexahydro-7'H-spiro[cyclopentane-1,8'-pyrrolo[2,1-b][1,3]thiazepin]-4'-yl)amino)-1-oxopropan-2-yl)(methyl)carbamate